tert-Butyl 8-(4-bromo-5-chloro-7-methylsulfanyl-1,3-dihydrofuro[3,4-f]quinolin-9-yl)-3,8-diazabicyclo[3.2.1]octane-3-carboxylate BrC1=C2C(=C3C(=CC(=NC3=C1Cl)SC)N1C3CN(CC1CC3)C(=O)OC(C)(C)C)COC2